ClC=1C=C2CCN([C@H](C2=C(C1)Cl)C)C(=O)[C@H]1CNCC1 ((S)-6,8-dichloro-1-methyl-3,4-dihydroisoquinolin-2(1H)-yl)((R)-pyrrolidin-3-yl)methanone